4-[1-(4,4-Difluorocyclohexyl)-5-fluoro-4-hydroxy-2-(2-hydroxy-1,1-dimethyl-ethyl)indol-3-yl]Benzoic acid FC1(CCC(CC1)N1C(=C(C2=C(C(=CC=C12)F)O)C1=CC=C(C(=O)O)C=C1)C(CO)(C)C)F